N-(2-(benzylamino)ethyl)-1,4-benzoxazine C(C1=CC=CC=C1)NCCN1C=COC2=C1C=CC=C2